N1C(=NC2=C1C=CC=C2)CNC2=NC(=NN1C2=NC=C1Br)N1C[C@H](O[C@H](C1)C)C |o1:23,25| N-(1H-benzimidazol-2-ylmethyl)-7-bromo-2-[rel-(2R,6S)-2,6-dimethylmorpholin-4-yl]imidazo[2,1-f][1,2,4]triazin-4-amine